C1(=CC=CC=C1)CC(=O)O benzeneAcetic acid